N-isopropyl-N'-(2,2,6,6-tetramethylpiperidin-4-yl)hexane-1,6-diamine C(C)(C)NCCCCCCNC1CC(NC(C1)(C)C)(C)C